CCCCCCCC/C=C\\CCCCCCCC(=O)O[C@H](CC(=O)[O-])C[N+](C)(C)C The molecule is an O-acyl-L-carnitine in which the acyl group is specified as oleoyl. It has a role as a human metabolite and a glycine transporter 2 inhibitor. It derives from an oleic acid.